3-{[4-(2-amino-8-methoxy-4-quinazolinyl)-1H-pyrazol-1-yl]methyl}-1-ethyl-1H-pyridin-2-one NC1=NC2=C(C=CC=C2C(=N1)C=1C=NN(C1)CC=1C(N(C=CC1)CC)=O)OC